ClC1=C(C=CC=C1N1C=NC(=C1)C1=NC(=NC=C1C(F)(F)F)NC1CCN(CC1)S(=O)(=O)C)C(C)=O 1-(2-Chloro-3-(4-(2-((1-(methylsulfonyl)piperidin-4-yl)amino)-5-(trifluoromethyl)pyrimidin-4-yl)-1H-imidazol-1-yl)phenyl)ethan-1-one